OC1=C(C(=O)O)C=CC(=C1)C1=NC2=C(C=NC=C2)N1 2-hydroxy-4-(3H-imidazo[4,5-c]pyridin-2-yl)benzoic acid